tert-butyl (R)-(1-(2'-ethoxy-5-(4-(6-ethoxy-2-(trifluoromethyl)nicotinoyl)-2-ethylpiperazin-1-yl)-[2,3'-bipyridin]-6-yl)-6,9,12,15-tetraoxa-2-azaheptadecan-17-yl)carbamate C(C)OC1=NC=CC=C1C1=NC(=C(C=C1)N1[C@@H](CN(CC1)C(C1=C(N=C(C=C1)OCC)C(F)(F)F)=O)CC)CNCCCOCCOCCOCCOCCNC(OC(C)(C)C)=O